OC(C#CC1=CC=2OC[C@@H](C(N(C2N=C1)C)=O)NC(C1=NC=CC(=C1)OC1=CC=CC=C1)=O)(C)C (S)-N-(8-(3-hydroxy-3-methylbut-1-yn-1-yl)-5-methyl-4-oxo-2,3,4,5-tetrahydropyrido[3,2-b][1,4]Oxazepin-3-yl)-4-phenoxypicolinamide